4-[[3-[1-(cyanomethyl)-3-(trifluoromethyl)pyrazol-4-yl]imidazo[1,2-a]pyrazin-8-yl]amino]-N-[5-(dimethylamino)pentyl]-2-ethyl-benzamide C(#N)CN1N=C(C(=C1)C1=CN=C2N1C=CN=C2NC2=CC(=C(C(=O)NCCCCCN(C)C)C=C2)CC)C(F)(F)F